4-((3-(methoxycarbonyl)-1H-pyrrol-1-yl)sulfonyl)piperidine-1-carboxylic acid COC(=O)C1=CN(C=C1)S(=O)(=O)C1CCN(CC1)C(=O)O